Cl.C(C1=CC=CC=C1)N(CCCl)CCCl N-benzyl-2-chloro-N-(2-chloroethyl)ethane-1-amine hydrochloride